7-tert-butyl 1-ethyl 6-methyl-3-oxo-2H,5H,6H,8H-imidazo[1,5-a]pyrazine-1,7-dicarboxylate CC1N(CC=2N(C1)C(NC2C(=O)OCC)=O)C(=O)OC(C)(C)C